bis(phenanthren-9-yl)-[1,1':3',1''-terphenyl]-2'-amine C1=CC=CC=2C3=CC=CC=C3C(=CC12)C=1C(=C(C=CC1)C1=C(C(=CC=C1)C1=CC=CC=C1)N)C=1C2=CC=CC=C2C=2C=CC=CC2C1